C(C=C)(=O)N1CC(C(CC1)C1=NC(=C(C(=O)N)C=C1)C1=CC=C(C=C1)OC1=CC=CC=C1)O (1-propenoyl-3-hydroxypiperidin-4-yl)-2-(4-phenoxyphenyl)nicotinamide